C1[C@H]([C@@H]([C@H]([C@@H](O1)O[C@@H]2[C@H]([C@@H]([C@H](O[C@H]2OC3=CC4=C(C=C(C=C4[O+]=C3C5=CC(=C(C(=C5)O)O)O)O)O)CO)O)O)O)O)O The molecule is an anthocyanidin 3-O-beta-D-sambubioside having delphinidin as the anthocyanidin component. It has a role as a metabolite and an apoptosis inducer. It derives from a delphinidin.